(3R)-4-(5-{[4-(4-chlorothien-2-yl)-5-{[(2R)-2-methylpyrrolidin-1-yl]methyl}-1,3-thiazol-2-yl]carbamoyl}pyrazin-2-yl)-3-methylpiperazine-1-carboxylic acid tert-butyl ester C(C)(C)(C)OC(=O)N1C[C@H](N(CC1)C1=NC=C(N=C1)C(NC=1SC(=C(N1)C=1SC=C(C1)Cl)CN1[C@@H](CCC1)C)=O)C